[N+](=O)([O-])C1=C(C=CC=C1)NC(C(=O)N)C1=C(C=CC=C1Cl)Cl α-[(2-nitrophenyl)amino]-2,6-dichlorobenzene-acetamide